CC(C(CO)O)=CCC(C(C)(O)C)O 3,7-dimethyl-3-octene-1,2,6,7-tetraol